3-(3-((4-hydroxy-4-methylpiperidin-1-yl)methyl)-1-methyl-1H-indol-5-yl)-1,5,6,7,8,9-hexahydro-2H-cyclohepta[4,5]thieno[2,3-d]pyrimidine-2,4(3H)-dione OC1(CCN(CC1)CC1=CN(C2=CC=C(C=C12)N1C(NC2=C(C1=O)C1=C(S2)CCCCC1)=O)C)C